NC1=C(C=NC=N1)C1=CC=C(C=C1)OCC1=CC=CC=C1 6-amino-5-(4-(benzyloxy)phenyl)pyrimidin